4-(2-cyanophenyl)sulfanyl-6-[5-methyl-1-(1-methyl-4-piperidyl)pyrazol-4-yl]pyrazolo[1,5-a]pyridine-3-carbonitrile C(#N)C1=C(C=CC=C1)SC=1C=2N(C=C(C1)C=1C=NN(C1C)C1CCN(CC1)C)N=CC2C#N